CON(C(=O)C=1C=C(C=NC1)NC(OC(C)(C)C)=O)C tert-butyl (5-(methoxy(methyl)carbamoyl)pyridin-3-yl)carbamate